ClC1=CC=C(C=N1)C(NC(CCCC)=O)C1=CC(=C2C=CC=NC2=C1O)[N+](=O)[O-] N-[(6-chloropyridin-3-yl)(8-hydroxy-5-nitroquinolin-7-yl)methyl]pentanamide